CN(C)CCN(CCN(C)CCN(C)C)C bis[(dimethylamino)ethyl]-N,N'-dimethylethylenediamine